C(#N)C1=CC2=C(N=C(O2)NC=2C=C(C(=O)NO)C=CC2)C=C1C(F)(F)F 3-((6-cyano-5-(trifluoromethyl)benzo[d]oxazol-2-yl)amino)-N-hydroxybenzamide